FC1=C(C=C(C=C1)C1=NC(=CC2=C1C=CN2CC2COCC2)NC=2SC(=CN2)C)NC(C=C)=O N-(2-fluoro-5-(6-((5-methylthiazol-2-yl)amino)-1-((tetrahydrofuran-3-yl)methyl)-1H-pyrrolo[3,2-c]pyridin-4-yl)phenyl)acrylamide